Cl.C(C1=CC=CC=C1)N(C[C@H](C(C)(O)C)F)CC1=CC=CC=C1 (R)-4-(dibenzylamino)-3-fluoro-2-methylbutan-2-ol hydrochloride